[Au].[Ti].[W] tungsten titanium gold